Cl.FC(C1=CC=CC(=N1)N1CC2(CC1)CNCCC2)(F)F 2-[6-(trifluoromethyl)pyridin-2-yl]-2,7-diazaspiro[4.5]decane hydrochloride